C(C)N1C=C(C(C2=CC(=C(C(=C12)F)F)F)=O)C(=O)OCC ethyl 1-ethyl-6,7,8-trifluoro-1,4-dihydro-4-oxo-3-quinolinecarboxylate